C1(CCC1)C1=CC(=NN1)NC(CC1=CC=C(C=C1)OCC1=C(C=CC=C1)NC1C(NC(CC1)=O)=O)=O N-(5-cyclobutyl-1H-pyrazol-3-yl)-2-(4-((2-((2,6-dioxopiperidin-3-yl)amino)benzyl)oxy)phenyl)acetamide